3,5-dimethyl-1-[[4-[5-(trifluoromethyl)-1,2,4-oxadiazol-3-yl]phenyl]methyl]-3H-pyrrol-2-one CC1C(N(C(=C1)C)CC1=CC=C(C=C1)C1=NOC(=N1)C(F)(F)F)=O